2'-deoxyuridine ethyl-4-(5-(3-bromopropoxy)-6-methoxyisoindolin-2-yl)-4-oxobutanoate C(C)C(C(=O)OC[C@@H]1[C@H](C[C@@H](O1)N1C(=O)NC(=O)C=C1)O)CC(=O)N1CC2=CC(=C(C=C2C1)OCCCBr)OC